NCCCCCC(=O)N 6-aminohexanamide